8,8-dimethyl-7,8-dihydroimidazo[1,2-a]pyrazin-6(5H)-one CC1(C=2N(CC(N1)=O)C=CN2)C